NC(C)(C)O amino-isopropyl alcohol